C(#N)C1=CC(=C(C(=O)OC)C=C1)B1OC(C(O1)(C)C)(C)C methyl 4-cyano-2-(4,4,5,5-tetramethyl-1,3,2-dioxaborolan-2-yl)benzoate